FC1([C@@H]2[C@H](N[C@H](C1)CC2)C(=O)N[C@H](/C=C\2/C(OCC2)=O)C[C@H]2C(NCC2)=O)F (1S,3S,4S)-5,5-difluoro-N-[(1S,2E)-1-[[(3S)-2-oxopyrrolidin-3-yl]methyl]-2-(2-oxotetrahydrofuran-3-ylidene)ethyl]-2-azabicyclo[2.2.2]octane-3-carboxamide